BrC1=NN(C(=C1)COS(=O)(=O)C)C1OCCCC1 methanesulfonic acid [3-bromo-1-(oxan-2-yl)-1H-pyrazol-5-yl]Methyl ester